(R)- or (S)-1,1,1-trifluoro-2-propanol FC([C@@H](C)O)(F)F |o1:2|